diboron bis(pinacol) OC(C)(C)C(C)(C)O.OC(C)(C)C(C)(C)O.[B].[B]